(R)-N-((R)-8-(5-((4-Chloropyrazolo[1,5-a]pyridin-5-yl)thio)-1-methyl-6-carbonyl-1,6-dihydropyrimidin-2-yl)-8-azaspiro[4.5]decan-1-yl)-2-methylpropan-2-sulfinamide ClC=1C=2N(C=CC1SC1=CN=C(N(C1=C=O)C)N1CCC3(CCC[C@H]3N[S@](=O)C(C)(C)C)CC1)N=CC2